2-oxo-7-((2,3,4,6-tetraacetoxy-(alpha-D-galactopyranosyl))oxy)-N-(4-(1,2,2-triphenylvinyl)phenyl)-2H-chromene-3-carboxamide O=C1OC2=CC(=CC=C2C=C1C(=O)NC1=CC=C(C=C1)C(=C(C1=CC=CC=C1)C1=CC=CC=C1)C1=CC=CC=C1)O[C@@H]1[C@](O)([C@@](O)([C@@](O)([C@H](O1)C(O)OC(C)=O)OC(C)=O)OC(C)=O)OC(C)=O